N-(3-((3-amino-6-(6-methoxy-2-azaspiro[3.3]hept-2-yl)pyridin-2-yl)oxy)propyl)-3,6-Dichloro-1-((2-(trimethylsilyl)ethoxy)methyl)-1H-pyrrolo[2,3-b]pyridin-4-amine NC=1C(=NC(=CC1)N1CC2(C1)CC(C2)OC)OCCCNC=2C1=C(N=C(C2)Cl)N(C=C1Cl)COCC[Si](C)(C)C